(R)-3-((S)-2-aminopropoxy)-1-((3R,4R)-1-(5-cyclopropylpyrimidin-2-yl)-3-hydroxypiperidine-4-yl)pyrrolidin-2-one N[C@H](CO[C@H]1C(N(CC1)[C@H]1[C@@H](CN(CC1)C1=NC=C(C=N1)C1CC1)O)=O)C